C(CNC(=O)C1=CC=CC=C1)(=O)O.C(CNC(=O)C1=CC=CC=C1)(=O)O hippuric acid (hippurate)